4-fluoro-3-((1S,2S)-2-(4,4,5,5-tetramethyl-1,3,2-dioxaborolan-2-yl)cyclopropyl)benzonitrile FC1=C(C=C(C#N)C=C1)[C@@H]1[C@H](C1)B1OC(C(O1)(C)C)(C)C